1-(4-(2-(pyridin-3-yl)-1,3-selenazol-5-yl)benzyl)azetidine-3-carboxylic acid methyl ester COC(=O)C1CN(C1)CC1=CC=C(C=C1)C1=CN=C([Se]1)C=1C=NC=CC1